6-methylquinazolin-4-yl 4-methylbenzenesulfonate CC1=CC=C(C=C1)S(=O)(=O)OC1=NC=NC2=CC=C(C=C12)C